N(=[N+]=[N-])CC1=CC=C(C(=O)Cl)C=C1 4-(azidomethyl)benzoyl chloride